(1R,5R)-N-((1R,2R,4S)-7-cyano-7-azabicyclo[2.2.1]heptan-2-yl)-3-(3,5-dichlorophenyl)-3-azabicyclo[3.1.0]hexane-1-carboxamide C(#N)N1[C@H]2[C@@H](C[C@@H]1CC2)NC(=O)[C@]21CN(C[C@@H]1C2)C2=CC(=CC(=C2)Cl)Cl